(S)-8-(2-amino-6-((R)-1-(3'-((E)-2-carboxyvinyl)-4-(3-methyl-1H-pyrazol-1-yl)-[1,1'-biphenyl]-3-yl)-2,2,2-trifluoroethoxy)pyrimidin-4-yl)-2,8-diazaspiro[4.5]decane-3-carboxylic acid NC1=NC(=CC(=N1)N1CCC2(C[C@H](NC2)C(=O)O)CC1)O[C@@H](C(F)(F)F)C=1C=C(C=CC1N1N=C(C=C1)C)C1=CC(=CC=C1)\C=C\C(=O)O